C[C@@H]1C=2C=CC=NC2CCN1C(=O)C1=NC2=C(N1)C(=CC=C2)C(=O)N (R)-2-(5-Methyl-5,6,7,8-tetrahydro-1,6-naphthyridine-6-carbonyl)-1H-benzo[d]imidazole-7-carboxamide